C(C)(C)(C)OC(NC1C[SH4]C2=C(N=C1)C=C(C=C2)C=2N=NNN2)=O 7-(2H-tetrazol-5-yl)-2,3-dihydro-1λ6,5-benzothiazepine-3-Yl-carbamic acid tert-butyl ester